(R or S)-N-(5-(2-methoxyacetyl)-4-((2,4,5-trimethyl-4,5-dihydro-[1,2,4]triazolo[1,5-a]quinoxalin-6-yl)amino)pyridin-2-yl)cyclopropanecarboxamide COCC(=O)C=1C(=CC(=NC1)NC(=O)C1CC1)NC1=C2N([C@@H](C=3N(C2=CC=C1)N=C(N3)C)C)C |o1:21|